6-Methyl-N2-(2,4-difluorophenyl)-N4-(5-methyl-1H-pyrazol-3-yl)quinazoline-2,4-diamine CC=1C=C2C(=NC(=NC2=CC1)NC1=C(C=C(C=C1)F)F)NC1=NNC(=C1)C